5-ethyl-1,3-dimethyl-2,3-dihydro-1H-pyrrole C(C)C1=CC(CN1C)C